C(C)(C)OC=1C(=NC=CC1)C(=O)N 3-isopropoxypicolineamide